6-fluoro-5-(4,4,5,5-tetramethyl-1,3,2-dioxaborolan-2-yl)pyrazolo[1,5-a]pyridine FC=1C(=CC=2N(C1)N=CC2)B2OC(C(O2)(C)C)(C)C